C1(CC1)COC=1C=C(C=CC1OC)C1C(C1)N1C(=CC(C=C1C)=O)C 1-(2-(3-cyclopropylmethoxy-4-methoxyphenyl)cyclopropyl)-2,6-dimethylpyridin-4(1H)-one